BrC1=CN(C2=NC=C(C=C21)F)S(=O)(=O)C2=CC=C(C)C=C2 3-bromo-5-fluoro-1-tosyl-1H-pyrrolo[2,3-b]pyridine